N-(4-(4-amino-7-methyl-5-(4-((4-methylpyrimidin-2-yl)oxy)phenyl)-7H-pyrrolo[2,3-d]pyrimidin-6-yl)-3-fluoro-5-methylphenyl)methacrylamide NC=1C2=C(N=CN1)N(C(=C2C2=CC=C(C=C2)OC2=NC=CC(=N2)C)C2=C(C=C(C=C2C)NC(C(=C)C)=O)F)C